O[C@H]1[C@H]([C@@H](O[C@@H]1CO)N1C(NC(C(=C1)C)=O)=O)OC 1-((2R,3R,4R,5R)-4-hydroxy-5-(hydroxymethyl)-3-methoxytetrahydrofuran-2-yl)-5-methylpyrimidine-2,4(1H,3H)-dione